4-((1R,5S)-3,8-diazabicyclo[3.2.1]octan-3-yl)-6-chloro-8-fluoro-7-(5-methyl-1H-indazol-4-yl)-2-(((S)-1-methylpyrrolidin-2-yl)methoxy)quinazoline [C@H]12CN(C[C@H](CC1)N2)C2=NC(=NC1=C(C(=C(C=C21)Cl)C2=C1C=NNC1=CC=C2C)F)OC[C@H]2N(CCC2)C